3,5-dimethoxybenzamide COC=1C=C(C(=O)N)C=C(C1)OC